ClC1=C(C(=CN(C1=O)C)C=1NC2=CC=C(C=C2C1C(C)C)C1CCN(CC1)C(=O)OC(C)(C)C)C tert-Butyl 4-(2-(5-chloro-1,4-dimethyl-6-oxo-1,6-dihydropyridin-3-yl)-3-isopropyl-1H-indol-5-yl)piperidine-1-carboxylate